3-Acrylamidobutyric acid C(C=C)(=O)NC(CC(=O)O)C